N2-ethyl-N4-[(5-phenyl-1H-imidazol-2-yl)methyl]-8-(propan-2-yl)pyrazolo[1,5-a][1,3,5]triazine-2,4-diamine C(C)NC1=NC=2N(C(=N1)NCC=1NC(=CN1)C1=CC=CC=C1)N=CC2C(C)C